diethyl-2,3-diisopropyl-2-methylsuccinate C(C)OC(C(C(C(=O)OCC)C(C)C)(C)C(C)C)=O